4-(4-(3-aminoprop-1-yn-1-yl)phenyl)piperidin-4-ol NCC#CC1=CC=C(C=C1)C1(CCNCC1)O